N1=C(C=NC=C1)C(=O)NC=1SC2=C(N1)C=CC(=C2)NNC(=O)N=N (2-(pyrazine-2-carboxamido)benzo[d]thiazol-6-yl)carbazone